((((1R,4R,5S)-2-azabicyclo[2.2.1]heptan-5-yl)oxy)methyl)-5-cyclopropyl-3-(2,6-dichlorophenyl)isoxazole HCl salt Cl.[C@H]12NC[C@H]([C@H](C1)OCC=1C(=NOC1C1CC1)C1=C(C=CC=C1Cl)Cl)C2